N1CC(CCC1)C(=O)N1CCN(CC1)C1=CC(=NC2=CC=CC=C12)C(F)(F)F Piperidin-3-yl-(4-(2-(trifluoromethyl)quinolin-4-yl)piperazin-1-yl)methanone